BrC=1N=C2C(=C(C(N(C2=CC1)C)=O)C#N)N1CCN(CC1)CC1=C(C=CC=C1)NS(=O)(=O)C N-(2-((4-(6-Bromo-3-cyano-1-methyl-2-oxo-1,2-dihydro-1,5-naphthyridin-4-yl)piperazin-1-yl)methyl)phenyl)methansulfonamid